C(C1=CC=CC=C1)OC(=O)N1[C@H]([C@@H](C([C@H](C1)C)=O)CN1C(C2=CC=CC=C2C1=O)=O)C (2S,3S,5S)-3-[(1,3-dioxoisoindolin-2-yl)methyl]-2,5-dimethyl-4-oxo-piperidine-1-carboxylic acid benzyl ester